methyl 2-carboxy-4-hydroxy-α-cyanocinnamate C(=O)(O)C1=C(C=C(C(=O)OC)C#N)C=CC(=C1)O